FC1=CC=C(C=C1)CC(=O)NC1=NC=CC(=C1)C1=C(C=2C(=NC=CN2)N1)C1=NC=CC=C1 2-(4-Fluorophenyl)-N-{4-[7-(pyridin-2-yl)-5H-pyrrolo[2,3-b]pyrazin-6-yl]pyridin-2-yl}acetamid